cyclopentyl-5-(2-(5-(4-methylpiperazin-1-yl)pyridin-2-yl)aminopyrimidin-4-yl)-pyridin-2(1H)-one C1(CCCC1)N1C(C=CC(=C1)C1=NC(=NC=C1)NC1=NC=C(C=C1)N1CCN(CC1)C)=O